COC=1C=C(OC2CC(C2)NC2=C(C=NC=C2)[N+](=O)[O-])C=CC1C N-((1r,3r)-3-(3-methoxy-4-methylphenoxy)cyclobutyl)-3-nitropyridin-4-amine